ClC1=CC(=C2C=NN(C2=C1)C)C1=C(C(=O)N(C(C)C)CC)C=C(C=C1)F 2-(6-Chloro-1-methyl-1H-indazol-4-yl)-N-ethyl-5-fluoro-N-isopropylbenzamide